1-(((1-ethylazetidin-3-yl)carbamoyl)oxy)-3-(palmitoyloxy)propan-2-yl oleate C(CCCCCCC\C=C/CCCCCCCC)(=O)OC(COC(NC1CN(C1)CC)=O)COC(CCCCCCCCCCCCCCC)=O